BrC=1C=C2C(OCC=3N=C(C=CC3C3=C(C=C(C(NS(C(C1O)=C2)(=O)=O)=C3)F)F)F)=O 13-bromo-5,19,21-trifluoro-14-hydroxy-16,16-dioxo-9-oxa-16λ6-thia-6,17-diazatetracyclo[16.3.1.111,15.02,7]tricosa-1(21),2(7),3,5,11,13,15(23),18(22),19-nonaen-10-one